C(C)(C)(C)OC(=O)N[C@H](C(=O)O)CC=1C(NC2=CC(=C(C=C2C1)F)F)=O (S)-2-((tert-Butoxycarbonyl)amino)-3-(6,7-difluoro-2-oxo-1,2-dihydroquinolin-3-yl)propanoic acid